(S)-2-Amino-7-fluoro-4-(5-fluoro-3-((1-((4-(fluoromethylidene)piperidin-1-yl)methyl)cyclopropyl)methoxy)-7,9-dihydrofuro[3,4-f]quinazolin-6-yl)benzo[b]thiophene-3-carbonitrile NC1=C(C2=C(S1)C(=CC=C2C=2C1=C(C=3C=NC(=NC3C2F)OCC2(CC2)CN2CCC(CC2)=CF)COC1)F)C#N